2-(methylsulfanyl)-4H,6H-[1,3]thiazolo[4,5-d]pyrimidine-5,7-dione CSC=1SC2=C(NC(NC2=O)=O)N1